FC(C=1N=CC=2N(C1)C(=CN2)C2=NC=CC(=N2)N2CC1(CCNC1=O)CC2)F 7-(2-(6-(Difluoromethyl)imidazo[1,2-a]pyrazin-3-yl)pyrimidin-4-yl)-2,7-diazaspiro[4.4]nonan-1-one